N1(CCCC1)CC1=C(C=CC(=C1)C1OC(C(O1)(C)C)(C)C)N1CCOCC1 4-(2-(pyrrolidin-1-ylmethyl)-4-(4,4,5,5-tetramethyl-1,3-dioxolan-2-yl)phenyl)morpholine